OP(O)OP(O)O.C(CCCCCCCCC)C(O)(C(CO)(CO)CO)CCCCCCCCCC bis(decyl)pentaerythritol diphosphite